tert-butyl N-[cis-3-[(3S)-3-(4-fluorophenyl)isoxazolidine-2-carbonyl]cyclobutyl]carbamate FC1=CC=C(C=C1)[C@H]1N(OCC1)C(=O)[C@H]1C[C@H](C1)NC(OC(C)(C)C)=O